2,2'-azobis{2-[N-(2-hydroxyethyl)amidino]Propane} dihydrochloride Cl.Cl.N(=NC(C)(C)C(NCCO)=N)C(C)(C)C(NCCO)=N